5-Bromo-4-(((3R,5R)-5-methylpyrrolidin-3-yl)oxy)-N-(quinoxalin-6-ylmethyl)pyridin-3-amine BrC=1C(=C(C=NC1)NCC=1C=C2N=CC=NC2=CC1)O[C@H]1CN[C@@H](C1)C